CN(CCN(C1=C(C=C(C(=C1)OC)NC1=NC=NC(=C1)N1OCCC1C=1C=C(C=CC1)C1=CC(=CC=C1)C(F)(F)F)NC(C=C)=O)C)C N-(2-((2-(dimethylamino)ethyl)(methyl)amino)-4-methoxy-5-((6-(3-(3'-(trifluoromethyl)-[1,1'-biphenyl]-3-yl)isooxazolidin-2-yl)pyrimidin-4-yl)amino)phenyl)acrylamide